N1CC(CC1)N1CCN(CC1)C1=CC=C(C=C1)N(C(C)=O)C1CCC(CC1)NC1=NC2=CC=CC=C2C=N1 N-(4-(4-(Pyrrolidin-3-yl)piperazin-1-yl)phenyl)-N-((1r,4r)-4-(quinazolin-2-ylamino)cyclohexyl)acetamide